C(C1=CC=CC=C1)OC=1C=C(C=C(C1Br)OCC1=CC=CC=C1)CC(C)(O)C 1-(3,5-Bis(benzyloxy)-4-bromophenyl)-2-methylpropan-2-ol